N-(5-((1,1-dioxidotetrahydro-2H-thiopyran-4-yl)methoxy)-1,3,4-thiadiazol-2-yl)-4-(2-fluoro-6-methoxyphenyl)-6-methylnicotinamide O=S1(CCC(CC1)COC1=NN=C(S1)NC(C1=CN=C(C=C1C1=C(C=CC=C1OC)F)C)=O)=O